BrC=1N(N=C2C1NC=NC2=O)C 3-Bromo-2-methyl-2,4-dihydro-7H-pyrazolo[4,3-d]pyrimidin-7-one